FC=1C(=C(C=C(C1)F)C1=C2C=C(NC2=C(C(=C1)C1=CCCN(C1)C(CCN1N=NC=C1)=O)F)C(=O)OC)OC methyl 4-(3,5-difluoro-2-methoxy-phenyl)-7-fluoro-6-[1-[3-(triazol-1-yl)propanoyl]-3,6-dihydro-2H-pyridin-5-yl]-1H-indole-2-carboxylate